9-(Hydroxymethyl)-6,6-dimethyl-3-(2-methyloctan-2-yl)-6a,7,8,9,10,10a-hexahydrobenzo[c]chromen-1-ol OCC1CC2C(C(OC=3C=C(C=C(C23)O)C(C)(CCCCCC)C)(C)C)CC1